N-benzyl-2-hydroxybenzoamide C(C1=CC=CC=C1)NC(C1=C(C=CC=C1)O)=O